C1(CCCCC1)C(C(C(=O)C1=CC(=CC=C1)OC)C)=O 1-cyclohexyl-3-(3-methoxyphenyl)-2-methylpropane-1,3-dione